5-bromo-1,3-thiazol-2-amine BrC1=CN=C(S1)N